2-(4-((cyclopropylmethyl)sulfonyl)phenyl)-4-ethoxy-4-oxobutanoic acid C1(CC1)CS(=O)(=O)C1=CC=C(C=C1)C(C(=O)O)CC(=O)OCC